Diphenyl-(trimethylsilyl)phosphine TITANIUM [Ti].C1(=CC=CC=C1)P([Si](C)(C)C)C1=CC=CC=C1